(9s)-(7-(2-(4-(6-fluorobenzothiophen-4-yl)piperazin-1-yl)ethyl)-2-oxo-3,4-dihydroquinoline-1(2H)-yl)methyl benzoate C(C1=CC=CC=C1)(=O)OCN1C(CCC2=CC=C(C=C12)CCN1CCN(CC1)C1=CC(=CC2=C1C=CS2)F)=O